BrC1=C(N=C2N1C=CC=C2)CNC(=O)[C@H]2N(C[C@@H](C2)O)C([C@H](C(C)(C)C)N2N=NC(=C2)C2CC2)=O (2S,4R)-N-[(3-bromoimidazo[1,2-a]pyridin-2-yl)methyl]-1-[(2S)-2-(4-cyclopropyltriazol-1-yl)-3,3-dimethyl-butanoyl]-4-hydroxy-pyrrolidine-2-carboxamide